NC=1C=C2C(=C(C=NC2=CC1OCC)C#N)NC1=CC(=C(C=C1)OCC1=NC(=CC=C1)C(=C)C)Cl 6-amino-4-((3-chloro-4-((6-(prop-1-en-2-yl)pyridin-2-yl)methoxy)phenyl)amino)-7-ethoxyquinoline-3-carbonitrile